2-[chloro-(3-cyanophenyl)methylene]malononitrile ClC(=C(C#N)C#N)C1=CC(=CC=C1)C#N